5-(methoxymethyl)isoxazole COCC1=CC=NO1